OC=1C=CC=C(C1)OC 3-hydroxy-5-methoxybenzene